2-[(4-bromo-2-cyclopropyl-5-methylphenyl)amino]-6-ethyl-5H-pyrrolo[3,4-b]pyridin-7-one BrC1=CC(=C(C=C1C)NC1=CC=C2C(=N1)C(N(C2)CC)=O)C2CC2